C(#N)C=1C=CC(=NC1)N1CCN(CC1)C(=O)C=1C=C(C=CC1)CC(=O)C1=C(C(=O)NN)C=CC(=C1)F 2-(2-(3-(4-(5-cyanopyridin-2-yl)piperazine-1-carbonyl)phenyl)acetyl)-4-fluorobenzohydrazide